N-((6-methylpyridin-3-yl)methyl)-6-(5-methylthiophen-2-yl)pyrido[2,3-d]pyrimidin-4-amine CC1=CC=C(C=N1)CNC=1C2=C(N=CN1)N=CC(=C2)C=2SC(=CC2)C